((S)-2-(dimethylamino)-3-methylbutyramido)-N,3-dimethylbutyramide CN([C@H](C(=O)NC(C(=O)NC)C(C)C)C(C)C)C